CC1(C2CCC(O1)(CC2)C)C (1s,4s)-1,3,3-trimethyl-2-oxabicyclo[2.2.2]octane